C(C)(=O)OCCC=1C=C2/C(/C(NC2=CC1)=O)=C/C=1NC(=C(C1C)C(NCCN(CC)CC)=O)C (Z)-2-(3-((4-((2-(Diethylamino)ethyl)carbamoyl)-3,5-dimethyl-1H-pyrrol-2-yl)methylene)-2-oxoindolin-5-yl)ethyl acetate